1,3-diisopropyl-2-imidazolidone C(C)(C)N1C(N(CC1)C(C)C)=O